N1C=NC2=C1C=CC(=C2)N2C(NC(C2C2=CC=C(C=C2)C2=CN=C(S2)C2CC2)=O)=O 1-(1H-Benzoimidazol-5-yl)-5-[4-(2-cyclopropyl-1,3-thiazol-5-yl)phenyl]imidazolidine-2,4-dione